FC1=CC=C(C=C1)[C@H](C)NC1=NC(=CC(=N1)N1CCC(CC1)C(=O)NS(=O)(=O)C)NC1=NC=CN=C1 (S)-1-{2-[1-(4-fluorophenyl)ethylamino]-6-(pyrazin-2-ylamino)pyrimidin-4-yl}-N-(methylsulfonyl)piperidine-4-carboxamide